9,9'-(5-(6-([1,1'-biphenyl]-3-yl)-2-phenylpyrimidin-4-yl)-1,3-phenylene)bis(9H-carbazole) C1(=CC(=CC=C1)C1=CC(=NC(=N1)C1=CC=CC=C1)C=1C=C(C=C(C1)N1C2=CC=CC=C2C=2C=CC=CC12)N1C2=CC=CC=C2C=2C=CC=CC12)C1=CC=CC=C1